C[C@@H](CC)NC(O[C@H]1C[C@H](CC1)C1=CC(=NN1)NC(CC=1C=NN(C1C)C)=O)=O (1R,3S)-3-(3-{[(1,5-dimethyl-1H-pyrazol-4-yl)acetyl]amino}-1H-pyrazol-5-yl)cyclopentyl (2S)-butan-2-ylcarbamate